3-[4-[4-(methylamino)-1-piperidyl]anilino]piperidine-2,6-dione HCl salt Cl.CNC1CCN(CC1)C1=CC=C(NC2C(NC(CC2)=O)=O)C=C1